COC(C(=O)O)C1=CC=CC=C1 (+)-α-methoxyphenylacetic acid